FC(C=1C(=C(C=CC1)[C@@H](C)N[S@@](=O)C(C)(C)C)F)F (S)-N-((R)-1-(3-(difluoromethyl)-2-fluorophenyl)ethyl)-2-methylpropane-2-sulfinamide